FN1C2(CC(C3=CC=CC=C13)=O)CCN(CC2)C(=O)NCC2=CC(=C(C=C2)F)C(C)O fluoro-N-(4-fluoro-3-(1-hydroxyethyl)benzyl)-4'-oxo-3',4'-dihydro-1'h-spiro[piperidine-4,2'-quinoline]-1-carboxamide